2-bromo-2,2-difluoro-N-(phenyl)acetamide BrC(C(=O)NC1=CC=CC=C1)(F)F